NC(C(=O)O)(CCCCB(O)O)CCC1NCC2=CC=CC=C2C1 2-amino-6-borono-2-(2-(1,2,3,4-tetrahydroisoquinolin-3-yl)ethyl)hexanoic acid